[3-(hydroxymethyl)cyclobutyl]-3-methyl-1-(2-trimethylsilylethoxymethyl)benzimidazol-2-one OCC1CC(C1)C1=CC=CC=2N(C(N(C21)C)=O)COCC[Si](C)(C)C